(1R,4R)-4-((tert-butyldimethylsilyl)oxy)cyclohexane-1-carboxylic acid [Si](C)(C)(C(C)(C)C)OC1CCC(CC1)C(=O)O